2,3-dibromo-cyclopentane-1-one BrC1C(CCC1Br)=O